S(=O)(=O)(O)[Se]S(=O)(=O)O.[Mg] magnesium sulfoselenide